6-(6-Fluoropyridin-3-yl)-1-((tetrahydro-2H-pyran-4-yl)methyl)-1H-imidazo[4,5-b]pyrazin FC1=CC=C(C=N1)C1=CN=C2C(=N1)N(C=N2)CC2CCOCC2